methyl 5-bromo-1H-pyrrolo[2,3-b]pyridin-3-carboxylate BrC=1C=C2C(=NC1)NC=C2C(=O)OC